2-(4-(3-chloro-4-(2-chloro-3-(6-methoxy-5-((7-oxo-2,6-diazaspiro[3.4]octan-2-yl)methyl)pyridin-2-yl)phenyl)pyridin-2-yl)-2-methoxybenzyl)-2,6-diazaspiro[3.4]octan-7-one ClC=1C(=NC=CC1C1=C(C(=CC=C1)C1=NC(=C(C=C1)CN1CC2(C1)CNC(C2)=O)OC)Cl)C2=CC(=C(CN1CC3(C1)CNC(C3)=O)C=C2)OC